C12OCC(CC1)(CC2)CC2=C(COC(=O)N[C@@H]([C@H](O)C)C(=O)N1CCC(CC1)C=1C=CC(=C(C(=O)OC)C1)C(F)(F)F)C=CC(=C2)[N+](=O)[O-] methyl 5-(1-(o-((2-oxabicyclo[2.2.2]octan-4-yl)methyl)-N-(((4-nitrobenzyl)oxy)carbonyl)-L-threonyl)piperidin-4-yl)-2-(trifluoromethyl)benzoate